cyclopentadienylvanadium tri-chloride [Cl-].[Cl-].[Cl-].C1(C=CC=C1)[V+3]